tert-butyl (trans-4-((3-(1-cyclopropyl-1H-pyrazol-4-yl)phenyl)((trans-4-(4-methoxy-3-methylphenyl)cyclohexyl)methyl)carbamoyl)cyclohexyl)carbamate C1(CC1)N1N=CC(=C1)C=1C=C(C=CC1)N(C(=O)[C@@H]1CC[C@H](CC1)NC(OC(C)(C)C)=O)C[C@@H]1CC[C@H](CC1)C1=CC(=C(C=C1)OC)C